Tert-butyl-(hept-6-yne-2-oxy)dimethylsilane C(C)(C)(C)[Si](C)(C)OC(C)CCCC#C